BrC=1C=CC(=NC1CC)C=1N=NN(C1CN1C(N([C@H](C1)CC1CC1)C)=O)C (4S)-1-{[4-(5-bromo-6-ethylpyridin-2-yl)-1-methyl-1H-1,2,3-triazol-5-yl]methyl}-4-(cyclopropylmethyl)-3-methylimidazolidin-2-one